C(CC(CBr)(C#N)Br)C#N methyldibromoglutaronitrile